[C@H]12CC(C[C@H](CC1)N2)N(C2=CC=C(N=N2)C=2C=CC(=C1CC(NC21)=O)C=2C=NNC2)C 7-[6-[(1R,3S,5S)-8-azabicyclo[3.2.1]octan-3-yl(methyl)amino]pyridazin-3-yl]-4-(1H-pyrazol-4-yl)-1,3-dihydroindol-2-one